tert-butyl methyl(6-(trifluoromethyl)-2,3-dihydrofuro[2,3-b]pyridin-3-yl)carbamate CN(C(OC(C)(C)C)=O)C1COC2=NC(=CC=C21)C(F)(F)F